COC(=O)C1(CC(C1)F)C1=CC(=CC=C1)Br (1s,3s)-1-(3-bromophenyl)-3-fluorocyclobutanecarboxylic acid methyl ester